4-(2,6-dioxo-piperidin-3-yl)benzofuran O=C1NC(CCC1C1=CC=CC2=C1C=CO2)=O